FC1(C[C@@H](N(C1)C(=O)C=1N=C(SC1C=1C=NC(=CC1C(F)F)N[C@H](C(F)(F)F)C)C(=O)NC1CS(C1)(=O)=O)C)F 4-((S)-4,4-difluoro-2-methylpyrrolidine-1-carbonyl)-5-(4-(difluoromethyl)-6-(((S)-1,1,1-trisFluoropropan-2-yl)amino)pyridin-3-yl)-N-(1,1-dioxothietane-3-yl)thiazole-2-carboxamide